C(C)OC(=O)[C@@]12CCC[C@H]2[C@@H]2CC[C@H]1C2.CNC(C2=CC=C(C=C2)C2=NOC(=N2)C(F)(F)F)=S N-methyl-4-[5-(trifluoromethyl)-1,2,4-oxadiazol-3-yl]thiobenzamide (3aS,4S,7R,7aS)-ethyl-octahydro-1H-4,7-methanoindene-3a-carboxylate